N[C@H](CO)C1=NC=CC(=C1)NC(=O)[C@H]1O[C@@]([C@@H]([C@@H]1C1=C(C(=C(C=C1)F)F)OC)C)(C(F)(F)F)C (2S,3R,4R,5S)-N-(2-((S)-1-Amino-2-hydroxyethyl)pyridin-4-yl)-3-(3,4-difluoro-2-methoxyphenyl)-4,5-dimethyl-5-(trifluoromethyl)tetrahydrofuran-2-carboxamide